CC1=CC(=NC=C1)S(=O)(=O)C1=CC=C(C=C1)CN1C=C2C(C=C1)=CCO2 N-{[4-(4-methylpyridine-2-sulfonyl)phenyl]methyl}furo[2,3-c]pyridine